C(#N)C=1C(=NC(=NC1)N[C@H]1CN(CC1)C(=O)C1=CC(=C(C=C1)NC(C=C)=O)OCCN(C)C)OC (R)-N-(4-(3-((5-cyano-4-methoxypyrimidin-2-yl)amino)pyrrolidine-1-carbonyl)-2-(2-(dimethylamino)ethoxy)phenyl)acrylamide